ClC=1C(=C(C=CC1Cl)NC1=NC=NC2=CC(=C(C=C12)N)C#C[C@]12CN(C[C@@H]2C1)C)F N4-(3,4-dichloro-2-fluoro-phenyl)-7-[2-[(1S,5R)-3-methyl-3-azabicyclo[3.1.0]hexane-1-yl]ethynyl]quinazoline-4,6-diamine